C1=NC(=CC2=C1CCNCC2)NC(C(C)(C)C)=O N-(6,7,8,9-tetrahydro-5H-pyrido[3,4-d]azepin-3-yl)pivalamide